(1R,3aS,3bS,5aR,6R,7S,9aR,9bS,11aR)-1-[(2R)-6-(2-fluorophenyl)-6-[(1-hydroxyethyl)oxy]hexan-2-yl]-6-hydroxy-9a,11a-dimethylhexadecahydro-1H-cyclopenta[1,2-i]phenanthren-7-yl acetate C(C)(=O)O[C@@H]1[C@@H]([C@@H]2CC[C@H]3[C@H]4[C@](CC[C@@H]3[C@]2(CC1)C)([C@H](CC4)[C@H](C)CCCC(OC(C)O)C4=C(C=CC=C4)F)C)O